BrC=1C=2C3=C(N(C(C2C=C(C1)C)=O)CCC(C=C)O)N(N=C3)CC3=CC=C(C=C3)OC 9-bromo-4-(3-hydroxypent-4-en-1-yl)-3-(4-methoxybenzyl)-7-methyl-3,4-dihydro-5H-pyrazolo[3,4-c]isoquinolin-5-one